FC(C1=C(C=C(C(=C1)N)O)C1=C(C=C(C(=C1)F)N)C(F)(F)F)(F)F 2,2'-bis(trifluoromethyl)-5-hydroxy-5'-fluoro-4,4'-diaminobiphenyl